Methyl (R)-4-(2-((R or S)-2,2-difluorocyclopropyl)-3,5-difluorophenyl)-2-(fluoromethyl)-5-oxo-1,4,5,7-tetrahydrofuro[3,4-b]pyridine-3-carboxylate FC1([C@H](C1)C1=C(C=C(C=C1F)F)[C@@H]1C2=C(NC(=C1C(=O)OC)CF)COC2=O)F |o1:2|